C(C)SC=1C=NC=C(C1)C=C 3-(ethylthio)-5-vinylpyridin